OCC=CC(CCCCCCCC=CCC=CCCCCC)=O 1-hydroxy-2,12,15-heneicosatrien-4-one